(R)-4-(4-((1-(3-(difluoromethyl)-2-fluorophenyl)-ethyl)amino)-7-(2-(dimethylamino)ethoxy)-2-methylpyrido[2,3-d]pyrimidin-6-yl)tetrahydro-2H-thiopyran 1,1-dioxide FC(C=1C(=C(C=CC1)[C@@H](C)NC=1C2=C(N=C(N1)C)N=C(C(=C2)C2CCS(CC2)(=O)=O)OCCN(C)C)F)F